ClC=1C=C2C(=NC(=NC2=C(C1C=1C(=CC=C2C=NNC12)C)F)N1CC(C1)N(C)C)N1CC2(CN(C2)C(C=C)=O)C1 1-(6-(6-chloro-2-(3-(dimethylamino)azetidin-1-yl)-8-fluoro-7-(6-methyl-1H-indazol-7-yl)quinazolin-4-yl)-2,6-diazaspiro[3.3]heptan-2-yl)prop-2-en-1-one